C(C)(C)(C)N1C[C@H]([C@@H](CC1)NC=1C=2C=C(N(C2C=CC1)CC(F)(F)F)I)F |r| rac-N-((3R,4R)-1-(tert-butyl)-3-fluoropiperidin-4-yl)-2-iodo-1-(2,2,2-trifluoroethyl)-1H-indol-4-amine